C[C@@H]1N(CC1)C1=NC(=CC=2N=CN=CC21)N 5-((S)-2-methylazetidin-1-yl)pyrido[4,3-d]pyrimidin-7-amine